(E)-dec-9-en-1-yl 3-(2-hydroxyphenyl)acrylate OC1=C(C=CC=C1)/C=C/C(=O)OCCCCCCCCC=C